C(N1COC(C1)C)N1COC(C1)C 3,3'-Methylenbis(5-methyloxazolidin)